CC1=C2C=C(N(C2=CC=C1CN1CCC2(CN(C2)C2=NC=NC3=CC=C(C=C23)CC(F)(F)F)CC1)C(CN1CCN(CC1)S(=O)(=O)C)C)C#N 4-methyl-1-[1-methyl-2-(4-methylsulfonyl-piperazin-1-yl)ethyl]-5-[[2-[6-(2,2,2-trifluoroethyl)quinazolin-4-yl]-2,7-diazaspiro[3.5]nonan-7-yl]methyl]indole-2-carbonitrile